(S,S,S)-N'-((3,5-dimethyl-1,2,3,5,6,7-hexahydro-dicyclopenta[b,e]pyridin-8-yl)carbamoyl)-4-(2-hydroxypropan-2-yl)thiophene-2-sulfonimidamide C[C@H]1CCC=2C1=NC1=C(C2NC(=O)N=[S@@](=O)(N)C=2SC=C(C2)C(C)(C)O)CC[C@@H]1C